C(C)(C)(C)OC(NC1=C(C(=CC=C1)I)Cl)=O N-(2-chloro-3-iodophenyl)carbamic acid tert-butyl ester